C(CCCCCCCCCCCCC)(=O)N(CC(=O)[O-])CCC(=O)O.[Na+] sodium N-myristoyl-N-carboxyethyl-glycinate